C(C)N1N=C(C(=C1)C1=C(C=CC=C1)C1C2=C(CN(C1)C(\C=C\CF)=O)SC(=C2)C#N)C(F)(F)F (E)-4-(2-(1-ethyl-3-(trifluoromethyl)-1H-pyrazol-4-yl)phenyl)-6-(4-fluorobut-2-enoyl)-4,5,6,7-tetrahydrothieno[2,3-c]pyridine-2-carbonitrile